[N+](=O)([O-])C1=CC=C(C=C1)N1CCC2(CCN(CC2)C(=O)OC(C)(C)C)CC1 tert-butyl 9-(4-nitrophenyl)-3,9-diazaspiro[5.5]undecane-3-carboxylat